ICC(=O)NC1=CC(=CC=C1)C=1NC2=CC=CC=C2C1C(C[N+](=O)[O-])C1=CC=CC=C1 2-iodo-N-(3-(3-(2-nitro-1-phenylethyl)-1H-indol-2-yl)phenyl)acetamide